2-fluoro-N,N-dimethyl-4-(5-(2-methylpiperazin-1-yl)-1,3,4-thiadiazol-2-yl)benzamide hydrochloride Cl.FC1=C(C(=O)N(C)C)C=CC(=C1)C=1SC(=NN1)N1C(CNCC1)C